N-benzyl-m-chlorophenyl-methylamine C(C1=CC=CC=C1)N(C)C1=CC(=CC=C1)Cl